1-(2-bromopyridin-4-yl)-3-methylcyclobutane-1-carbohydrazide BrC1=NC=CC(=C1)C1(CC(C1)C)C(=O)NN